[Cl-].[Cl-].C1(=CC=C(C=C1)[Si](=[Zr+2](C1=CC=CC=2C3=CC=CC=C3CC12)C1C=CC=C1)C1=CC=C(C=C1)C)C Bis(p-tolyl)silylene(cyclopentadienyl)(fluorenyl)zirconium dichloride